O=C1N[C@@H](CN(C1)C(=O)OCC1=CC=CC=C1)C(=O)OC 1-benzyl 3-methyl (S)-5-oxopiperazine-1,3-dicarboxylate